aminoethyl-diketopiperazine NCCN1C(C(NCC1)=O)=O